N-(3-chloro-2-fluorophenyl)-5-(2-chloroethoxy)-6-nitroquinazolin-4-amine ClC=1C(=C(C=CC1)NC1=NC=NC2=CC=C(C(=C12)OCCCl)[N+](=O)[O-])F